CC1=C(C=C(C=C1)C1=CC=C(C=C1)C)CC(=O)O 2-(4,4'-dimethyl-[1,1'-biphenyl]-3-yl)acetic acid